C(C)[NH+](CCO)CCO N-ethyl-N,N-bis-(2-hydroxyethyl)ammonium